C(C)OC(=O)C=1N=C2N(N1)[C@@H](C[C@@H]2F)CCC cis-7-fluoro-5-propyl-6,7-dihydro-5H-pyrrolo[1,2-b][1,2,4]triazole-2-carboxylic acid ethyl ester